ClC=1N=C(C2=C(N1)C=C(N=C2Cl)Cl)Cl 2,4,5,7-tetrachloropyrido[4,3-d]pyrimidine